[Br-].C(C)[N+](CCCCCCCC)(CC)CC triethyln-octylammonium bromide